(E)-cyclooct-1-ene-1-yl acetate C(C)(=O)O\C\1=C\CCCCCC1